6'-chloro-4-fluoro-2'-oxo-1'-(1-propyl-1H-pyrazol-4-yl)-1,3-dihydro-spiro[indene-2,3'-indoline]-5-carboxylic acid ClC1=CC=C2C3(C(N(C2=C1)C=1C=NN(C1)CCC)=O)CC1=CC=C(C(=C1C3)F)C(=O)O